Methyl 2-(4-(1-(tert-butoxycarbonyl)piperidin-4-yl)phenyl)-6-(4-(4-(trifluoromethyl)phenyl)-1H-1,2,3-triazol-1-yl)isonicotinate C(C)(C)(C)OC(=O)N1CCC(CC1)C1=CC=C(C=C1)C=1C=C(C(=O)OC)C=C(N1)N1N=NC(=C1)C1=CC=C(C=C1)C(F)(F)F